c-3-(4-Hydroxyphenyl)pyruvate OC1=CC=C(C=C1)CC(C(=O)[O-])=O